FC1=C(CN2C(C3=C(C(=C2)C(=O)N[C@@H]2[C@H](CCCCC2)O)N=CN3C)=O)C=CC(=C1)C1=NN(C=C1)C 5-(2-fluoro-4-(1-methyl-1H-pyrazol-3-yl)benzyl)-N-((1S,2S)-2-hydroxycycloheptyl)-3-methyl-4-oxo-4,5-dihydro-3H-imidazo[4,5-c]pyridine-7-carboxamide